The molecule is a phenyl sulfate oxoanion that is the conjugate base of 4-(acetylamino)-3-hydroxyphenyl hydrogen sulfate, obtained by deprotonation of the sulfate group; major species at pH 7.3. It has a role as a drug metabolite. It is a conjugate base of a 4-(acetylamino)-3-hydroxyphenyl hydrogen sulfate. CC(=O)NC1=C(C=C(C=C1)OS(=O)(=O)[O-])O